COC1=C(C=C(C=C1)C1=CC=NC=C1)C 4-(4-Methoxy-3-methylphenyl)pyridin